trans-2-pentadecene C\C=C\CCCCCCCCCCCC